methyl-4-cyano-4-[(dodecyl-sulfinyl)sulfinyl]pentanoic acid CC(C(=O)O)CC(C)(S(=O)S(=O)CCCCCCCCCCCC)C#N